BrC1=C(C=C(C=C1)C=1C=NC=NC1)C=CC(=O)N 3-(2-bromo-5-(pyrimidin-5-yl)phenyl)prop-2-enamide